2-(2-ethoxy-3-pyridyl)-8-methyl-6-[1-methylpropyl]imidazo[1,5-a]pyrimidine C(C)OC1=NC=CC=C1C1=NC=2N(C=C1)C(=NC2C)C(CC)C